CC1=C(C=CC=C1)C1NC2=CC=CC=C2C1C(=O)OCC ethyl 2-(2-methylphenyl)-2,3-dihydro-1H-indole-3-carboxylate